ClC1=CC2=C(C[Se](C2)=O)C=C1 5-chloro-1,3-dihydrobenzo[c]selenophene-2-oxide